C(C)(C)(C)OOC1(CC(CC(C1)C)(C)C)OOC(C)(C)C 1,1-di(t-butyl-peroxy)3,3,5-trimethyl-cyclohexane